omega-aminododecanoic acid C(CCCCCC(=O)O)CCCCCN